FC=1C=C(C=CC1OC)C=1N(C2=CC=C(C=C2C1)N1CCC(CC1)C(CN)=O)C1=CC=C(C#N)C=C1 4-(2-(3-fluoro-4-methoxyphenyl)-5-(4-glycylpiperidin-1-yl)-1H-indol-1-yl)benzonitrile